3-((difluoromethyl)sulfonyl)-N-((2-(6-(6-oxo-5,8-diazaspiro[3.5]nonan-8-yl)pyridin-2-yl)-1,6-naphthyridin-7-yl)methyl)benzamide FC(S(=O)(=O)C=1C=C(C(=O)NCC2=NC=C3C=CC(=NC3=C2)C2=NC(=CC=C2)N2CC(NC3(CCC3)C2)=O)C=CC1)F